C(C)(C)(C)OC1=NC(=NC2=C(C(=C(C=C12)C(F)(F)F)C1=CC=CC=2SC(=CC21)NC([O-])=O)F)C(COC[C@@]/2(CN(CC\C2=C/F)C)C)(C)C (4-(4-(tert-butoxy)-8-fluoro-2-(((S,E)-4-(fluoromethylene)-1,3-dimethylpiperidin-3-yl)methoxy tert-Butyl)-6-(trifluoromethyl)quinazolin-7-yl)benzo[b]thiophen-2-yl)carbamate